histamine-1-thiol NCCC1=CN(C=N1)S